COC1=C(C=C(C=C1)C(=O)N1CCC(CC1)CC1CCNCC1)N1C(NC(CC1)=O)=O 1-[2-methoxy-5-[4-(4-piperidylmethyl)piperidine-1-carbonyl]phenyl]hexahydropyrimidine-2,4-dione